BrC=1C=C(C=C2OC(C3=CC=CC=C23)=O)C=CC1F 3-(3-bromo-4-fluorobenzylidene)isobenzofuran-1(3H)-one